2,4,5-tris(4-aminophenyl)-1H-imidazole hydrochloride Cl.NC1=CC=C(C=C1)C=1NC(=C(N1)C1=CC=C(C=C1)N)C1=CC=C(C=C1)N